C(C)(C)(C)C1=CC(=C(C=C1F)O)C=C 4-(tert-butyl)-5-fluoro-2-vinylphenol